OC(CC=1C(=NC(=NC1)N1CCOCC1)C(=O)N)CN1CC2=CC=C(C=C2CC1)OCC1=CN=CO1 2-hydroxy-3-(6-(oxazol-5-ylmethoxy)-3,4-dihydroisoquinolin-2(1H)-yl)propyl-2-morpholinopyrimidine-4-carboxamide